(12AR)-9-{2-(difluoromethyl)-6-[(4-methoxyphenyl)methoxy]phenyl}-8,10-difluoro-3,4,12,12a-tetrahydro-6H-pyrazino[2,1-c][1,4]benzooxazepine-2(1H)-carboxylic acid tert-butyl ester C(C)(C)(C)OC(=O)N1C[C@@H]2COC3=C(CN2CC1)C=C(C(=C3F)C3=C(C=CC=C3OCC3=CC=C(C=C3)OC)C(F)F)F